5-(tert-butyl)-N-(6-azaspiro[3.4]oct-2-yl)-1,2,4-oxadiazole-3-carboxamide trifluoroacetate salt FC(C(=O)O)(F)F.C(C)(C)(C)C1=NC(=NO1)C(=O)NC1CC2(C1)CNCC2